CC1=NC(=CC=C1S(=O)(=O)N1CC2(C1)C[C@@H](CC2)N2CCOCC2)C(F)(F)F (R)-4-(2-((2-methyl-6-(trifluoromethyl)pyridin-3-yl)sulfonyl)-2-azaspiro[3.4]octan-6-yl)morpholine